ClC=1C(=CC(=NC1)OC)[C@H](C(=O)N1CC2(CC2)[C@@H](C1)NC1=NC(=C(C=C1)C1=NN(C(=N1)C)C)C)C (2R)-2-(5-chloro-2-methoxypyridin-4-yl)-1-[(7S)-7-{[5-(1,5-dimethyl-1H-1,2,4-triazol-3-yl)-6-methylpyridin-2-yl]amino}-5-azaspiro[2.4]heptan-5-yl]propan-1-one